2-{[3-(2-aminoprop-2-yl)-1-(trifluoromethyl)imidazo[3,4-a]pyrazin-6-yl]amino}-7,7-Dimethyl-7,8-dihydro-5H-pyrano[4,3-b]pyridin-5-one NC(C)(C)C1=NC(=C2N1C=C(N=C2)NC2=CC=C1C(=N2)CC(OC1=O)(C)C)C(F)(F)F